C(C1=CC=CC=C1)OCCCCCOCCCOCC(=O)OC(C)(C)C tert-butyl 2-(3-(5-benzyloxypentoxy)propoxy)acetate